1,6-diisocyanato-2,5-dimethylhexane N(=C=O)CC(CCC(CN=C=O)C)C